ClC1=C(N=C2N1C=CC(=C2)C(=O)OC)C2=C(C=CC=C2F)C=2N=CN(C2F)C2CC2 Methyl 3-chloro-2-(2-(1-cyclopropyl-5-fluoro-1H-imidazol-4-yl)-6-fluorophenyl)imidazo[1,2-a]pyridine-7-carboxylate